4-((S)-3-aminopiperidin-1-yl)-N-(5-fluoro-6-(2-fluoro-6-methoxyphenyl)pyridin-2-yl)-5-((1-(trifluoromethyl)-1H-pyrazol-4-yl)ethynyl)pyridin-2-amine hydrochloride Cl.N[C@@H]1CN(CCC1)C1=CC(=NC=C1C#CC=1C=NN(C1)C(F)(F)F)NC1=NC(=C(C=C1)F)C1=C(C=CC=C1OC)F